4-((3-(1,1-difluoroethyl)phenyl)carbamoyl)-1-(4-methoxyphenyl)-3-methyl-1H-pyrazol-5-yl [1,4'-bipiperidine]-1'-carboxylate N1(CCCCC1)C1CCN(CC1)C(=O)OC1=C(C(=NN1C1=CC=C(C=C1)OC)C)C(NC1=CC(=CC=C1)C(C)(F)F)=O